5-bromo-3-(1-(1-methylpiperidin-4-yl)-1H-pyrazol-4-yloxy)pyrazin BrC=1N=C(C=NC1)OC=1C=NN(C1)C1CCN(CC1)C